5-cyano-1,4-dihydropyridine C(#N)C=1CC=CNC1